2-(3-(3-((R)-fluoro(4-fluoro-1-methyl-1H-imidazol-2-yl)methyl)oxetan-3-yl)phenyl)-6-(((S)-2-isopropyl-4-methylpiperazin-1-yl)methyl)-4-(trifluoromethyl)isoindolin-1-one F[C@H](C1(COC1)C=1C=C(C=CC1)N1C(C2=CC(=CC(=C2C1)C(F)(F)F)CN1[C@H](CN(CC1)C)C(C)C)=O)C=1N(C=C(N1)F)C